O.CC1=CC=C(C=C1)S(=O)(=O)[O-].[Fe+2].CC1=CC=C(C=C1)S(=O)(=O)[O-] iron p-toluenesulfonate monohydrate